(S)-N-((2R,3R)-3-((2-oxabicyclo[2.2.2]octan-4-yl)methoxy)-1-(methylamino)-1-oxobutan-2-yl)-6-(thiazole-5-carbonyl)-2,6-diazaspiro[3.4]octane-8-carboxamide C12OCC(CC1)(CC2)CO[C@@H]([C@H](C(=O)NC)NC(=O)[C@@H]2CN(CC21CNC1)C(=O)C1=CN=CS1)C